N-aminoethyl-3-aminopropyl-triethoxysilane tert-butyl-(4R)-4-[6-(1-methylpyrazol-4-yl)-3-(trifluoromethyl)pyrazolo[1,5-a]pyrazin-4-yl]oxyazepane-1-carboxylate C(C)(C)(C)OC(=O)N1CC[C@@H](CCC1)OC=1C=2N(C=C(N1)C=1C=NN(C1)C)N=CC2C(F)(F)F.NCCNCCC[Si](OCC)(OCC)OCC